N(=NC(C#N)(CC(C)C)C)C(C#N)(CC(C)C)C 2,2'-Azobis(2,4-dimethylvaleronitril)